tert-butyl (2-(((2-fluoro-3-(hydroxymethyl)-4-methylphenyl)amino)methyl)phenyl)carbamate FC1=C(C=CC(=C1CO)C)NCC1=C(C=CC=C1)NC(OC(C)(C)C)=O